CC1=CC=C(C=C1)C1(CO1)C 2-(4-methylphenyl)propylene oxide